N-Hydroxy-3-(3-(4-((pyridin-3-ylmethoxy)methyl)phenoxy)azetidin-1-yl)-2-(1H-pyrrol-1-yl)benzeneFormamide ONC(=O)C1=C(C(=CC=C1)N1CC(C1)OC1=CC=C(C=C1)COCC=1C=NC=CC1)N1C=CC=C1